C12(CNCC2C1)C#CC1=C(C=C2C(=NC=NC2=C1)NC1=C(C(=CC=C1)Cl)F)[N+](=O)[O-] 7-(3-azabicyclo[3.1.0]hexan-1-ylethynyl)-N-(3-chloro-2-fluorophenyl)-6-nitroquinazolin-4-amine